O=C1CN=C(C2=C(N1)C1=CC=CC=C1C=C2)C2=CC=C(C=C2)NC(CCC=2C=NC=CC2)=O N-[4-(2-oxo-2,3-dihydro-1H-naphtho[1,2-e][1,4]diazepin-5-yl)-phenyl]-3-(pyridin-3-yl)propionamide